(S)-1-(4-fluorophenyl)-N-((S)-1-methylpyrrolidin-3-yl)-3,4-dihydroisoquinoline-2(1H)-carboxamide FC1=CC=C(C=C1)[C@@H]1N(CCC2=CC=CC=C12)C(=O)N[C@@H]1CN(CC1)C